ClC1=NC=CC(=N1)C1=CC2=CN(N=C2C=C1)C 5-(2-chloropyrimidin-4-yl)-2-methyl-2H-indazole